hydrofluoric acid chloride [Cl-].F